O1C(=CC=C1)[C@@H](C)O |r| (±)-1-(2-furyl)ethanol